C(C(C)C)OC1N(C2=CC=CC=C2C=C1)C(=O)OCC(C)C isobutyl 1,2-dihydro-2-isobutoxyquinoline-1-carboxylate